5-(3-(7-(4-(4-amino-3-(4-phenoxyphenyl)-1H-pyrazolo[3,4-d]pyrimidin-1-yl)piperidin-1-yl)-2-azaspiro[3.5]nonan-2-yl)azetidin-1-yl)-2-(2,6-dioxopiperidin-3-yl)isoindoline-1,3-dione NC1=C2C(=NC=N1)N(N=C2C2=CC=C(C=C2)OC2=CC=CC=C2)C2CCN(CC2)C2CCC1(CN(C1)C1CN(C1)C=1C=C3C(N(C(C3=CC1)=O)C1C(NC(CC1)=O)=O)=O)CC2